CN([C@@H]1CN(C[C@H]1C(NCCCCCCCCCCCCCC)=O)C(=O)C1=CC=C(C(=O)N2C[C@H]([C@@H](C2)C(=O)N[C@@H]2[C@H](C2)C2=CC=CC=C2)C(=O)N[C@@H]2[C@H](C2)C2=CC=CC=C2)C=C1)C (3S,4S)-1-(4-((3S,4R)-3-(dimethylamino)-4-(tetradecylcarbamoyl)pyrrolidine-1-carbonyl)benzoyl)-N3,N4-bis((1S,2R)-2-phenylcyclopropyl)pyrrolidine-3,4-dicarboxamide